C(OOC(C)(C)C)([O-])=O tertiary butoxy carbonate